CCCCC (2S,4R)-pentane